OC1=C(C=2C(C3=CC=CC=C3C(C2C=C1S(=O)(=O)O)=O)=O)O dihydroxy-3-sulfoanthraquinone